(4-(octyloxy)phenyl)boronic acid C(CCCCCCC)OC1=CC=C(C=C1)B(O)O